BrC1=C(N=C2C(=C(C=NC2=C1)[N+](=O)[O-])O)Cl 7-bromo-6-chloro-4-hydroxy-3-nitro-1,5-naphthyridin